N-((4-((3R,5S)-3,5-Dimethylpiperazin-1-yl)pyridin-2-yl)methyl)-5-(1-methyl-1H-pyrazol-4-yl)-7H-pyrrolo[2,3-d]pyrimidin-4-amine C[C@@H]1CN(C[C@@H](N1)C)C1=CC(=NC=C1)CNC=1C2=C(N=CN1)NC=C2C=2C=NN(C2)C